ClC1=NC=C(C=C1B(O)O)F 2-CHLORO-5-FLUOROPYRIDINE-3-BORONIC ACID